BrC1=CC=C(C(=N1)NC(=O)[C@H]1N([C@@H]2C[C@@]2(C1)CNC(=O)C1C(CCC1)(F)F)C(=O)OC(C)(C)C)C (1R,3S,5R)-tert-Butyl 3-(6-bromo-3-methylpyridin-2-ylcarbamoyl)-5-((2,2-difluorocyclopentanecarboxamido)methyl)-2-azabicyclo[3.1.0]hexane-2-carboxylate